ClC=1N=C2N(C=CC=C2)C1C(=O)O 2-chloroimidazo[1,2-a]pyridine-3-carboxylic acid